ClC1=C(C=C2C(=C(C=NC2=C1)C(=O)OCC)C(C)C)C1=NC(=NC=C1F)Cl ethyl 7-chloro-6-(2-chloro-5-fluoropyrimidin-4-yl)-4-isopropylquinoline-3-carboxylate